Di(tert-butyl)(fluoro)(2-methoxy-4-pyridinyl)silaneAmin C(C)(C)(C)N([SiH](C1=CC(=NC=C1)OC)F)C(C)(C)C